N-(2,4-difluorobenzyl)-1-methylpiperidin-4-amine FC1=C(CNC2CCN(CC2)C)C=CC(=C1)F